NC1=NC=CC(=C1)CNC1=C(C(N(CC1C)C)=O)C(NC1=CC=CC=C1)=S 4-{[(2-Aminopyridin-4-yl)methyl]amino}-1,5-dimethyl-2-oxo-N-phenyl-1,2,5,6-tetrahydropyridine-3-carbothioamide